C(C)(C)(C)OC(=O)N1[C@@H](CC(C1)(F)F)C(=O)OC (2S)-2-(methoxycarbonyl)-4,4-difluoro-pyrrolidine-1-carboxylic acid tert-butyl ester